C(C)(C)(C)C=1C=C(C(=O)Cl)C=C(C1O)C(C)(C)C 3,5-bis(tert-butyl)-4-hydroxy-benzoyl chloride